N-(7-(2-hydroxypropan-2-yl)-2-(1-(2-oxoethyl)piperidin-4-yl)imidazo[1,2-a]pyridin-6-yl)-6-(trifluoromethyl)pyridine-2-carboxamide OC(C)(C)C1=CC=2N(C=C1NC(=O)C1=NC(=CC=C1)C(F)(F)F)C=C(N2)C2CCN(CC2)CC=O